C1(=CC=CC2=CC=CC=C12)CC=1C(=C2N(C(C1)=O)C(CO2)C(=O)O)C2=CC(=CC=C2)C(F)(F)F 7-(naphthalen-1-ylmethyl)-5-oxo-8-(3-(trifluoromethyl)phenyl)-2,3-dihydro-5H-oxazolo[3,2-a]pyridine-3-carboxylic acid